O=C([C@H](O)[C@@H](O)[C@H](O)[C@H](O)CO)[O-].[Gd+3].O=C([C@H](O)[C@@H](O)[C@H](O)[C@H](O)CO)[O-].O=C([C@H](O)[C@@H](O)[C@H](O)[C@H](O)CO)[O-] gadolinium gluconate